FC1=CC=C(C=C1)[C@H](C(=O)N1CC2(CC2)C[C@H]1C(=O)N[C@@H](C[C@H]1C(NCC1)=O)C(COC(F)(F)F)=O)O (S)-5-((R)-2-(4-fluorophenyl)-2-hydroxyacetyl)-N-((S)-3-oxo-1-((S)-2-oxopyrrolidin-3-yl)-4-(trifluoromethoxy)butan-2-yl)-5-azaspiro[2.4]heptane-6-carboxamide